3-[[3-[1-(3-bromophenyl)vinyl]-2-pyridyl]amino]-4-fluoro-5,5-dimethyl-cyclohex-2-en-1-one BrC=1C=C(C=CC1)C(=C)C=1C(=NC=CC1)NC1=CC(CC(C1F)(C)C)=O